CC1(CCOCC1)NC(C(=O)N)=CC (4-methyltetra-hydro-2H-pyran-4-yl-amino)but-2-enamide